C(C)(C)OC(CCC\C=C/C[C@@H]1[C@H]([C@@H](C[C@@H]1O)O)CC[C@H](CCC1=CC=CC=C1)O)=O isopropyl-(Z)-7-[(1r,2r,3r,5s)-3,5-dihydroxy-2-[(3R)-3-hydroxy-5-phenylpentyl] cyclopentyl]-5-heptenoate